FC([C@H]1CN(CCN1)C(=O)OC(C)(C)C)F tert-butyl (R)-3-(difluoromethyl)piperazine-1-carboxylate